BrC1=NC=C(N=C1OC)C(F)(F)F 2-Bromo-3-methoxy-5-(trifluoromethyl)pyrazine